ClC1=C(C(=CC=C1Cl)O)[C@@H]1CC[C@@H]2N(C(CN(C2)C(CO)=O)=O)C1 |o1:9,12| (7S,9aS)-rel-7-(2,3-dichloro-6-hydroxyphenyl)-2-(2-hydroxyacetyl)-hexahydro-1H-pyrido[1,2-a]pyrazin-4-one